2-Methylamino-1-(3,4-methylendioxyphenyl)butan CNC(CC1=CC2=C(C=C1)OCO2)CC